ClC1=C(C=NC2=CC=CC=C12)C1=CC=C(CC=2CCN(CC2)C(=O)C2CC2)C=C1 (4-(4-(4-chloroquinolin-3-yl)benzyl)-3,6-dihydropyridin-1(2H)-yl)(cyclopropyl)-methanone